tert-butyl 3-(4-(2-(2,6-dioxopiperidin-3-yl)-1-oxoisoindolin-5-yl)-[1,4'-bipiperidin]-1'-yl)propanoate O=C1NC(CCC1N1C(C2=CC=C(C=C2C1)C1CCN(CC1)C1CCN(CC1)CCC(=O)OC(C)(C)C)=O)=O